di-sec-butyl-phenyl-ethane C(C)(CC)C(C)(C1=CC=CC=C1)C(C)CC